C(C)(C)N1N=NC(=C1)C=O 1-isopropyl-1H-1,2,3-triazole-4-carbaldehyde